(S)-5-(5-chloropyrazolo[1,5-a]pyridin-3-yl)-N-(1-(4-(cyclopropanesulfonamido)pyridin-2-yl)propyl)thiazole-2-carboxamide ClC1=CC=2N(C=C1)N=CC2C2=CN=C(S2)C(=O)N[C@@H](CC)C2=NC=CC(=C2)NS(=O)(=O)C2CC2